BrC=1C=C2C(=NC1)N(N=C2C(F)(F)F)C 5-bromo-1-methyl-3-(trifluoromethyl)-1H-pyrazolo[3,4-b]pyridine